tert-butyl 3-(4-methyl-5-nitro-anilino)azetidine-1-carboxylate CC1=CC=C(NC2CN(C2)C(=O)OC(C)(C)C)C=C1[N+](=O)[O-]